16-((2-(2,6-dioxopiperidin-3-yl)-1,3-dioxoisoindolin-4-yl)amino)hexadecanamide O=C1NC(CCC1N1C(C2=CC=CC(=C2C1=O)NCCCCCCCCCCCCCCCC(=O)N)=O)=O